ethyl 6-bromo-4-hydroxy-2-oxo-1-(2-(4-fluoropiperidin-1-yl) ethyl)-1,2-dihydro-1,8-naphthyridine-3-carboxylate BrC=1C=C2C(=C(C(N(C2=NC1)CCN1CCC(CC1)F)=O)C(=O)OCC)O